tert-butyl (2-((2-(2-hydroxyethoxy)ethyl)amino)ethyl)(methyl)-carbamate OCCOCCNCCN(C(OC(C)(C)C)=O)C